FC(OC1=CC=C(C=C1)C=1C=C(C(N(N1)C=1C=NC=CC1)=O)C(=O)N[C@H](CO)C)F 6-[4-(difluoromethoxy)phenyl]-N-[(2S)-1-hydroxyprop-2-yl]-3-oxo-2-(pyridin-3-yl)-2,3-dihydropyridazine-4-carboxamide